N1(CCOCC1)C(=O)C1=CC(=CC=C1)C=1N=NNN1 morpholin-4-yl-[3-(2H-tetrazol-5-yl)phenyl]methanone